CN1[C@@H](CCC1=O)COC1=NC=CC2=CC(=C(C=C12)OC(C)C)C(=O)N 1-{[(2S)-1-methyl-5-oxopyrrolidin-2-yl]methoxy}-7-(prop-2-yloxy)isoquinoline-6-carboxamide